N-[(1S)-1-[[2-chloro-5-(1-isopropyl-6-oxo-3-pyridyl)phenyl]methyl]-2-[4-(2,4-dimethylpyrazol-3-yl)anilino]-2-oxo-ethyl]butanamide ClC1=C(C=C(C=C1)C1=CN(C(C=C1)=O)C(C)C)C[C@@H](C(=O)NC1=CC=C(C=C1)C=1N(N=CC1C)C)NC(CCC)=O